CN1C=2C=NC(=NC2N(CC1)C1=CC(=NC=C1)N)C1=NC(=CC=C1)C 4-(5-methyl-2-(6-methylpyridin-2-yl)-6,7-dihydropteridin-8(5H)-yl)pyridin-2-amine